(3S)-3-{[2-(3-methoxyphenyl)-9-methyl-[1,2,4]triazolo[1,5-c]quinazolin-5-yl]amino}azepan-2-one COC=1C=C(C=CC1)C1=NN2C(=NC=3C=CC(=CC3C2=N1)C)N[C@@H]1C(NCCCC1)=O